ClC=1C(=C(CN2[C@@H](C[C@@](CC2)(C(=O)O)CC2=NC(=NC(=C2F)C)NC2=NNC(=C2)C)CC)C=CC1)F (2R,4R)-1-(3-chloro-2-fluorobenzyl)-2-ethyl-4-((5-fluoro-6-methyl-2-((5-methyl-1H-pyrazol-3-yl)amino)pyrimidin-4-yl)methyl)piperidine-4-carboxylic acid